(2R,4R)-6-chloro-N-{3-[4-(4-chloro-2,3-difluorophenyl)-1H-imidazol-1-yl]bicyclo[1.1.1]pentan-1-yl}-4-hydroxy-3,4-dihydro-2H-1-benzopyran-2-carboxamide ClC=1C=CC2=C([C@@H](C[C@@H](O2)C(=O)NC23CC(C2)(C3)N3C=NC(=C3)C3=C(C(=C(C=C3)Cl)F)F)O)C1